OC1(CC1)CCN1N=C2C=C(C(=CC2=C1)NC(=O)C1=NC(=CC=C1)C(F)(F)F)C(C)(C)O N-{2-[2-(1-Hydroxycyclopropyl)ethyl]-6-(2-hydroxypropan-2-yl)-2H-indazol-5-yl}-6-(trifluoromethyl)pyridine-2-carboxamide